C(\C=C\CC)C=1OC=CC1 Trans-2-(2-pentenyl)furan